2-[[4-(hydroxymethyl)piperidin-1-yl]methyl]-4,5-dimethylphenol OCC1CCN(CC1)CC1=C(C=C(C(=C1)C)C)O